COC1=C(C(=CC=C1)OC)C1=CC(=NC=C1C(=O)OC)C methyl 4-(2,6-dimethoxyphenyl)-6-methylnicotinate